N-(2-chloro-4-cyano-6-methylbenzoyl)-O-((1R,3R)-3-(2-(5,6,7,8-tetrahydro-1,8-naphthyridin-2-yl)ethyl)cyclobutyl)-L-homoserine ClC1=C(C(=O)N[C@@H](CCOC2CC(C2)CCC2=NC=3NCCCC3C=C2)C(=O)O)C(=CC(=C1)C#N)C